3-methyl-1,6,8-trihydroxy-anthraquinone CC=1C=C(C=2C(C3=C(C=C(C=C3C(C2C1)=O)O)O)=O)O